C(CCCC(=O)[O-])(=O)OCC\C=C/CCCCC [(Z)-non-3-enyl] pentanedioate